FC(C)(F)C1=NC(=CC(=N1)NC1=CC(=NC=C1C1=NC=CN=C1)NC(C)=O)C N-(4-((2-(1,1-difluoroethyl)-6-methylpyrimidin-4-yl)amino)-5-(pyrazin-2-yl)pyridin-2-yl)acetamide